4-(3-ethylphenyl)-1H-1,2,3-triazole-5-carboxylic acid C(C)C=1C=C(C=CC1)C=1N=NNC1C(=O)O